methyl-1,2-dichloroethylene CC(=CCl)Cl